26-azido-3,6,9,12,15,18,21,24-octaoxahexacosan-1-amine N(=[N+]=[N-])CCOCCOCCOCCOCCOCCOCCOCCOCCN